CNC(=O)C1=NN(C2=CN=C(C=C21)C2=CC(=CC=C2)NC(C=C)=O)COCC[Si](C)(C)C N-methyl-5-[3-(prop-2-enoylamino)phenyl]-1-(2-trimethylsilyl-ethoxymethyl)pyrazolo[3,4-c]pyridine-3-carboxamide